4-chloromethyl-indole ClCC1=C2C=CNC2=CC=C1